FC=1C(=NC=NC1N(CC1CCC(CC1)C(F)(F)F)C)NC[C@@H]1[C@H](CN(CC1)CC(=O)N)O |o1:22,23| 2-((3R*,4R*)-4-(((5-fluoro-6-(methyl(((1r,4R)-4-(trifluoromethyl)cyclohexyl)methyl)amino)pyrimidin-4-yl)amino)methyl)-3-hydroxypiperidin-1-yl)acetamide